S(C)(=O)(=O)O.NC1=C(N=CC(=N1)N1CCC2(CC=C(C2N)C2CC2)CC1)SC1=C(C(=NC=C1)N)Cl 8-(6-amino-5-((2-amino-3-chloropyridin-4-yl)thio)pyrazin-2-yl)-2-cyclopropyl-8-azaspiro[4.5]dec-2-en-1-amine mesylate